O[C@@H](COC=1C=CC2=C(C(C=3NC4=CC(=CC=C4C3C2=O)C=2NN=CC2)(C)C)C1)CO 8-((R)-2,3-Dihydroxy-propoxy)-6,6-dimethyl-3-(2H-pyrazol-3-yl)-5,6-dihydro-benzo[b]carbazol-11-one